FC(C=1C(=C(C=CC1)[C@@H](C)NC1=CN=NC2=CC=C(C=C12)N1C[C@@H]2[C@H](C1)COC2)F)F N-((R)-1-(3-(difluoromethyl)-2-fluorophenyl)ethyl)-6-((3aR,6aS)-tetrahydro-1H-furo[3,4-c]Pyrrol-5(3H)-yl)cinnolin-4-amine